2-(4-(trifluoromethyl)phenyl)-5,12b-dihydro-1H,7H-chromeno[4,3-c][1,2,4]triazolo[1,2-a]Pyridazine FC(C1=CC=C(C=C1)N1CN2N(CC=C3C2C=2C=CC=CC2OC3)C1)(F)F